FC1(CC(C1)(C(=O)NC=1C=CC(=NC1)C=1N=NN(C1NC(O[C@H](C)C=1C(=NC=CC1)Cl)=O)C)CO)F (R)-1-(2-chloropyridin-3-yl)ethyl (4-(5-(3,3-difluoro-1-(hydroxymethyl)cyclobutane-1-carboxamido)pyridin-2-yl)-1-methyl-1H-1,2,3-triazol-5-yl)carbamate